C1(CC1)C1=NN(C=N1)C1CC2(CN(C2)C(=O)C2=CC=C(C=C2)C2=NOC(=N2)CC(C)(C)C)C1 [6-(3-cyclopropyl-1,2,4-triazol-1-yl)-2-azaspiro[3.3]heptan-2-yl]-[4-[5-(2,2-dimethylpropyl)-1,2,4-oxadiazol-3-yl]phenyl]methanone